C(C)OC(CC(C=1C=C(C2=C(C=CS2)C1)CO)C1=C(C2=C(N(N=N2)C)C(=C1)C(F)(F)F)C)=O 3-[1,4-dimethyl-7-(trifluoromethyl)-1H-benzotriazol-5-yl]-3-[7-(hydroxymethyl)-1-benzothien-5-yl]propionic acid ethyl ester